1-[[2-[6-(3-cyclopropyl-1H-1,2,4-triazol-5-yl)-2-azaspiro[3.3]heptane-2-carbonyl]-2-azaspiro[3.3]heptan-6-yl]methyl]-5-(difluoromethoxy)-2-pyridone C1(CC1)C1=NNC(=N1)C1CC2(CN(C2)C(=O)N2CC3(C2)CC(C3)CN3C(C=CC(=C3)OC(F)F)=O)C1